15,21-dimethyl-23-oxa-2,9,11,16,20,21,26-heptaazahexacyclo[24.4.1.1^{13,17}.0^{2,10}.0^{3,8}.0^{18,22}]dotriaconta-3,5,7,9,13(32),14,16,18(22),19-nonaen-12-one CC1=CC=2C(NC3=NC4=CC=CC=C4N3C3CCCCN(CCOC=4N(N=CC4C(=N1)C2)C)C3)=O